C[Si]1(O[Si](O[Si](O1)(CCCF)C)(CCCF)C)CCCF trimethyl-tri(3-fluoropropyl)cyclotrisiloxane